1-(2-chlorophenyl)-3-(quinolin-2-yloxy)pyrrolidin-2-one (7-acetylquinoxalin-2-yl)methyl-acetate trans-8-dodecenyl-acetate C(CCCCCC\C=C\CCC)CC(=O)O.C(C)(=O)C1=CC=C2N=CC(=NC2=C1)COC(C)=O.ClC1=C(C=CC=C1)N1C(C(CC1)OC1=NC2=CC=CC=C2C=C1)=O